[Cl-].C(C)[NH+]1CCN(CC1)C1=NC=C(C=C1NS(=O)(=O)CC1=CC=CC=C1)C(=O)N1CCC(CC1)C1=CC=C(C=C1)OC=1N=NC(=CC1)C(F)(F)F 1-ethyl-4-(3-((phenylmethyl)sulfonamido)-5-(4-(4-((6-(trifluoromethyl)pyridazin-3-yl)oxy)-phenyl)piperidine-1-carbonyl)pyridin-2-yl)piperazin-1-ium chloride